C1(=CC=CC2=CC=CC=C12)N1N=C(N=N1)C1=CC2=CC=CC=C2C=C1 2-(naphthalen-1-yl)-5-(naphthalen-2-yl)-2H-tetrazole